3-phenylpropyl acetate (PHENYL PROPYL ACETATE) C1(=CC=CC=C1)CCCCC(=O)O.C(C)(=O)OCCCC1=CC=CC=C1